S1SC(C=C1)=O [1,2]Dithiol-3-one